BrC1=C(C=C(C(=C1)F)F)C1CN(CCN1)C1=NC(=NC(=C1)C(C)C)N 4-(3-(2-bromo-4,5-difluorophenyl)piperazin-1-yl)-6-isopropylpyrimidin-2-amine